3-methoxy-4-{[3-(4-{[1-(propan-2-yl)piperidin-4-yl]amino}-1-(2,2,2-trifluoroethyl)-1H-indol-2-yl)prop-2-yn-1-yl]amino}benzene-1-sulfonamide COC=1C=C(C=CC1NCC#CC=1N(C2=CC=CC(=C2C1)NC1CCN(CC1)C(C)C)CC(F)(F)F)S(=O)(=O)N